FC(C)(F)C1=NC(=CC(=N1)NC1=C(C=NC(=C1)NC(C)=O)C1=NC=C(C=C1)N1CCOCC1)CC N-(4'-((2-(1,1-difluoroethyl)-6-ethylpyrimidin-4-yl)amino)-5-morpholino-[2,3'-bipyridin]-6'-yl)acetamide